4-Chloro-5-(4-(difluoromethoxy)-6-((S*)-3,3,3-trifluoro-2-methylpropyl)pyridin-3-yl)-1-ethyl-N-(((1s,4R)-1-hydroxy-4-(methylsulfonyl)cyclohexyl)methyl)-1H-pyrazole-3-carboxamide ClC=1C(=NN(C1C=1C=NC(=CC1OC(F)F)C[C@@H](C(F)(F)F)C)CC)C(=O)NCC1(CCC(CC1)S(=O)(=O)C)O |o1:17|